5-Benzoylamino-3'-chloro-[1,1'-biphenyl]-3-carboxylic acid C(C1=CC=CC=C1)(=O)NC=1C=C(C=C(C1)C1=CC(=CC=C1)Cl)C(=O)O